[Na+].C(C)N(C1=CC=C(C=C1)C(=C1C=CC(C=C1)=[N+](CC)CC)C1=C(C=CC(=C1)S(=O)(=O)O)S(=O)(=O)O)CC N-[4-[[4-(diethyl-amino)phenyl](2,5-disulfophenyl)methylene]-2,5-cyclohexadien-1-ylidene]-N-ethylethanaminium sodium salt